6-(6-bromo-2-pyridyl)-2-fluoro-6-triethylsilyloxy-hept-2-en-1-ol BrC1=CC=CC(=N1)C(CCC=C(CO)F)(C)O[Si](CC)(CC)CC